[(2-ethoxy-3-fluorophenyl)amino]-1H,5H,6H,7H-pyrrolo[3,2-c]pyridin-4-one C(C)OC1=C(C=CC=C1F)NN1C=CC=2C(NCCC21)=O